2-(4-(2,4-dichlorophenyl)-5-mercapto-4H-1,2,4-triazol-3-yl)ethan-1-ol ClC1=C(C=CC(=C1)Cl)N1C(=NN=C1S)CCO